ClC1=C(C(=CC=C1)C)NC(=O)C=1C(=NC(=NC1)NC1=CC=C(C=C1)N1CCN(CC1)C)NC1CCC1 N-(2-chloro-6-methylphenyl)-4-(cyclobutylamino)-2-((4-(4-methylpiperazin-1-yl)phenyl)amino)pyrimidine-5-carboxamide